OCCNC(CCC=1C=C(C=CC1)[C@@H](C)NC(C1=C(C=CC(=C1)N1CCN(CC1)C)C)=O)=O N-[(1R)-1-[3-[3-(2-Hydroxyethylamino)-3-oxo-propyl]phenyl]ethyl]-2-methyl-5-(4-methylpiperazin-1-yl)benzamide